[Na].C(C)N(C1=CC(=CC=C1)C)CC(CS(=O)(=O)O)O N-ethyl-N-(2-hydroxy-3-sulfopropyl)m-methylaniline sodium